1,1-diphenyl-sulfonyl-2-(trans-2-nitrovinyl)cyclopropane C1(=CC=CC=C1)S(=O)(=O)C1(C(C1)\C=C\[N+](=O)[O-])S(=O)(=O)C1=CC=CC=C1